C(CCCCCCCCCCCCCCCCCCC)(=O)OC1C(OCC1)(COP(=O)(OC1=CC=CC=C1)N[C@H](C(=O)OCCCCCCCCCCCCCCCC)CC1=CC=CC=C1)C#C 2-ethynyl-2-((((((S)-1-(hexadecyloxy)-1-oxo-3-phenylpropan-2-yl)amino)(phenoxy)phosphoryl)oxy)methyl)tetrahydrofuran-3-yl icosanoate